N1(N=CC=C1)CC=1C=CC(=NC1OC)C(=O)NS(=O)(=O)C1=C(C=C(C=2CCOC21)OC)OC 5-((1H-pyrazol-1-yl)methyl)-N-((4,6-dimethoxy-2,3-dihydrobenzofuran-7-yl)sulfonyl)-6-methoxypicolinamide